N(=[N+]=[N-])C(C)(C)C1=CN=C(C2=CN=C(C=C12)Cl)OC(C(F)(F)F)CCSC 4-(2-Azidopropan-2-yl)-6-chloro-1-((1,1,1-trifluoro-4-(methylthio)butan-2-yl)oxy)-2,7-naphthyridine